[1-(methanesulfonyloxy)-3-methylbutan-2-yl]carbamate CS(=O)(=O)OCC(C(C)C)NC([O-])=O